C(C)OC1=NC=CC=C1C1=NC=2CN(CC3(C2C=C1)CCN(CC3)C(C3=C(N=C(C=C3)OCCC)C(F)(F)F)=O)C(=O)OCC3=CC=CC=C3 benzyl 2'-(2-ethoxypyridin-3-yl)-1-(6-propoxy-2-(trifluoromethyl)nicotinoyl)-6'H-spiro[piperidine-4,5'-[1,7]naphthyridine]-7'(8'H)-carboxylate